tert-Butyl (2S,4R)-2-((6-cyclopropylpyridin-2-yl)carbamoyl)4-fluoropyrrolidine-1-carboxylate C1(CC1)C1=CC=CC(=N1)NC(=O)[C@H]1N(C[C@@H](C1)F)C(=O)OC(C)(C)C